2-((5-fluoro-2-((4-phenoxyphenyl)amino)pyrimidin-4-yl)amino)-N-hydroxybenzoamide FC=1C(=NC(=NC1)NC1=CC=C(C=C1)OC1=CC=CC=C1)NC1=C(C(=O)NO)C=CC=C1